tert-Butyl {3-fluoro-4-[(5-{[4-(trifluoromethyl)benzoyl]amino}pyridin-2-yl)oxy]phenyl}methylcarbamate FC=1C=C(C=CC1OC1=NC=C(C=C1)NC(C1=CC=C(C=C1)C(F)(F)F)=O)CNC(OC(C)(C)C)=O